N-(3-(((6-(3-(2-(4-(((3-Acetamidopropyl)amino)methyl)-3-methoxyphenyl)-3-chloropyridin-4-yl)-2-chlorophenyl)-2-methoxypyridin-3-yl)methyl)amino)propyl)acetamide C(C)(=O)NCCCNCC1=C(C=C(C=C1)C1=NC=CC(=C1Cl)C=1C(=C(C=CC1)C1=CC=C(C(=N1)OC)CNCCCNC(C)=O)Cl)OC